NC=1C=C(C=NC1)N1CC(C1)NC=1C=C(C(=O)NC=2C=NC=C(C2)C(F)(F)F)C=CC1C 3-((1-(5-aminopyridin-3-yl)azetidin-3-yl)amino)-4-methyl-N-(5-(trifluoromethyl)pyridin-3-yl)benzamide